Cl.C(C(C)C)N1C=C(C=2C1=NC(=CC2)C(=O)N2C(C(NCC2)=O)(C)C)C=2CCN(CC2)C 4-(1-isobutyl-3-(1-methyl-1,2,3,6-tetrahydropyridin-4-yl)-1H-pyrrolo[2,3-b]pyridine-6-carbonyl)-3,3-dimethyl-piperazin-2-one hydrochloride